ethylenediamine copper zinc [Zn].[Cu].C(CN)N